N-(2-chlorophenyl)-2-(1H-imidazol-1-yl)pyrimidine-4-carboxamide ClC1=C(C=CC=C1)NC(=O)C1=NC(=NC=C1)N1C=NC=C1